ClC1=CC=C(C=C1)N1C(N(C2=NC=CC=C21)[C@@H]2CN(CC2)C(=O)OC(C)(C)C)=O tert-Butyl (S)-3-(1-(4-chlorophenyl)-2-oxo-1,2-dihydro-3H-imidazo[4,5-b]pyridin-3-yl)pyrrolidine-1-carboxylate